(R)-4-((dimethylamino)methyl)-N'-((3-methyl-1,2,3,5,6,7-hexahydrodicyclopenta[b,e]pyridin-8-yl)carbamoyl)benzenesulfonimidamide CN(C)CC1=CC=C(C=C1)[S@@](=O)(N)=NC(NC1=C2C(=NC3=C1CCC3)C(CC2)C)=O